[K+].CC1(CC1)C1=NC(=NO1)C(=O)[O-] 5-(1-methylcyclopropyl)-1,2,4-oxadiazole-3-carboxylic acid potassium salt